N1=CC=NC=C1 1,4-diazabenzene